(4S)-4-isopropyl-3-(3-methyl-3-phenyl-butanoyl)oxazolidin-2-one C(C)(C)[C@@H]1N(C(OC1)=O)C(CC(C)(C1=CC=CC=C1)C)=O